2-(2,4-dioxotetrahydropyrimidin-1(2H)-yl)-4-(4-((4-(5-(5-(2,2,2-trifluoroethyl)-5H-pyrido[4,3-b]indol-7-yl)pyridin-2-yl)piperazin-1-yl)methyl)piperidin-1-yl)isoindoline-1,3-dione O=C1N(CCC(N1)=O)N1C(C2=CC=CC(=C2C1=O)N1CCC(CC1)CN1CCN(CC1)C1=NC=C(C=C1)C=1C=CC=2C3=C(N(C2C1)CC(F)(F)F)C=CN=C3)=O